S(CCN=C=O)CCN=C=O thiobis(ethyl) diisocyanate